C(C)[C@@H](C1=CC=CC=C1)N (S)-α-ethylbenzylamine